C(C)OC(CCC(=O)C1=NC(=CC=C1O)C1=C(C(=CC=C1)C)Cl)=O 4-[6-(2-chloro-3-methyl-phenyl)-3-hydroxy-pyridin-2-yl]-4-oxo-butyric acid ethyl ester